2,3,6,7-tetramethylnaphthalene CC1=CC2=CC(=C(C=C2C=C1C)C)C